C(C1=CC=CC=C1)OC([C@H]([C@@H](C)OCC1=CC=CC=C1)N1C(C2(C1)N(C(CC2)C)C(=O)OC(C)(C)C)=O)=O tert-butyl 2-((2S,3R)-1,3-bis(benzyloxy)-1-oxobutan-2-yl)-6-methyl-1-oxo-2,5-diazaspiro[3.4]octane-5-carboxylate